2-(6-(((1S,3R,5R)-1,8-dimethyl-8-azabicyclo[3.2.1]octan-3-yl)oxy)pyridazin-3-yl)-5-(1H-imidazol-1-yl)phenol C[C@@]12C[C@@H](C[C@@H](CC1)N2C)OC2=CC=C(N=N2)C2=C(C=C(C=C2)N2C=NC=C2)O